C(C=C)(=O)N1[C@@H](C[C@H](CC1)N1N=NC=2C(=NC=3C(=C(C(=CC3C21)Cl)Br)F)N2CC(C2)N(C)C)CC#N 2-((2S,4S)-1-acryloyl-4-(7-bromo-8-chloro-4-(3-(dimethylamino)azetidin-1-yl)-6-fluoro-1H-[1,2,3]triazolo[4,5-c]quinolin-1-yl)piperidin-2-yl)acetonitrile